O1CCC(CC1)NC=1N=CC2=C(N1)NC=C2C2=CC=1N(C=C2)N=CC1C(=O)N 5-(2-((tetrahydro-2H-pyran-4-yl)amino)-7H-pyrrolo[2,3-d]pyrimidin-5-yl)pyrazolo[1,5-a]pyridine-3-carboxamide